N-(5-cyano-4-((1-methylpiperidin-3-yl)methoxy)pyridin-2-yl)-7-formyl-6-(hydroxymethyl)-3,4-dihydro-1,8-naphthyridine-1(2H)-carboxamide C(#N)C=1C(=CC(=NC1)NC(=O)N1CCCC2=CC(=C(N=C12)C=O)CO)OCC1CN(CCC1)C